(R,E)-3-(4-chlorophenyl)-N'-((4-chlorophenyl)sulfonyl)-4-phenyl-N-((R)-3-sulfamoylbutyl)-4,5-dihydro-1H-pyrazole-1-carboximidamide ClC1=CC=C(C=C1)C1=NN(C[C@H]1C1=CC=CC=C1)/C(/NCC[C@@H](C)S(N)(=O)=O)=N/S(=O)(=O)C1=CC=C(C=C1)Cl